mercaptopentanol methyl-2-(2-chloro-4-((4-(1-methyl-4-(trifluoromethyl)-1H-imidazol-2-yl)benzyl)amino)pyrimidin-5-yl)acetate CC(C(=O)OC(CCCC)S)C=1C(=NC(=NC1)Cl)NCC1=CC=C(C=C1)C=1N(C=C(N1)C(F)(F)F)C